FC1[C@@H](CNC[C@@H]1C)C (3R,4S,5S)-4-fluoro-3,5-dimethylpiperidine